FC1=C(C(=CC(=C1)OC)F)C1=C(C(N(N1C)C1=NC(=CC=C1C(F)(F)F)NC=1C(=NN(C1)C)C)=O)NC(C1=CC=C(C=C1)OC(F)F)=O N-[5-(2,6-difluoro-4-methoxyphenyl)-2-{6-[(1,3-dimethyl-1H-pyrazol-4-yl)amino]-3-(trifluoromethyl)pyridin-2-yl}-1-methyl-3-oxo-2,3-dihydro-1H-pyrazol-4-yl]-4-(difluoromethoxy)benzamide